ClC1=CC=C(S1)CNC1=CC(=NN1C(C(C)(C)C)=O)C1CCN(CC1)CC(C1=NC=CC=C1)(F)F 1-(5-{[(5-chlorothiophen-2-yl)methyl]amino}-3-{1-[2,2-difluoro-2-(pyridin-2-yl)ethyl]piperidin-4-yl}-1H-pyrazol-1-yl)-2,2-dimethylpropan-1-one